(5,6,7,8-tetrahydro-[1,2,4]triazolo[1,5-a]pyrazin-2-yl)methanol N=1C(=NN2C1CNCC2)CO